[6-[4-(trifluoromethyl)-phenyl]-benzothiazol-2-yl]-amine FC(C1=CC=C(C=C1)C1=CC2=C(N=C(S2)N)C=C1)(F)F